ClC1=NC(=NC(=N1)C1=CC=CC=2C3=CC=CC=C3C(C12)(C)C)C1=CC=CC=C1 2-chloro-4-(9,9-dimethyl-9H-fluoren-1-yl)-6-phenyl-1,3,5-triazine